NC1=C(C(=O)NC2CC2)C=C(C=C1Br)C 2-amino-3-bromo-N-cyclopropyl-5-methyl-benzamide